C(=O)O.CC=1N=CNC1C 4,5-Dimethyl-1H-imidazole formate salt